CC1=CC=NC=2N=CNC(C21)=O 5-methyl-3H,4H-pyrido[2,3-d]pyrimidin-4-one